ClC=1C=CC(=C(C1)C1=C2C(=NC=C1)C(=CS2)C(=O)NS(=O)(=O)C)OCCN2C(=NC1=C(C2=O)N=C(C(=C1)C(F)(F)F)N1CCN(CC1)C)C 7-(5-chloro-2-(2-(2-methyl-6-(4-methylpiperazin-1-yl)-4-oxo-7-(trifluoromethyl)pyrido[3,2-d]pyrimidin-3(4H)-yl)ethoxy)phenyl)-N-(methylsulfonyl)thieno[3,2-b]pyridine-3-carboxamide